2-((diphenylmethylene)amino)-2-(4-oxo-4H-pyrido[1,2-a]pyrimidin-2-yl)acetamide C1(=CC=CC=C1)C(C1=CC=CC=C1)=NC(C(=O)N)C=1N=C2N(C(C1)=O)C=CC=C2